(Z)-9-(4-amino-2-fluorobut-2-en-1-yl)-7-methyl-6-(3-(pyrrolidin-1-ylsulfonyl)phenyl)-7,9-dihydro-8H-purin-8-one NC\C=C(\CN1C2=NC=NC(=C2N(C1=O)C)C1=CC(=CC=C1)S(=O)(=O)N1CCCC1)/F